CC(C(C)C)N 1,2-Dimethylpropylamine